di(dioctyl-pyroyl)ethylene C(CCCCCCC)C1=C(C(OC=C1)C(=O)C=CC(=O)C1OC=CC(=C1CCCCCCCC)CCCCCCCC)CCCCCCCC